ethyl (1S,3S,5S)-2-((4-(4-fluorophenoxy)butanoyl)glycyl)-5-methyl-2-azabicyclo[3.1.0]hexane-3-carboxylate FC1=CC=C(OCCCC(=O)NCC(=O)N2[C@H]3C[C@]3(C[C@H]2C(=O)OCC)C)C=C1